3-methyl-1-butanamine CC(CCN)C